3-Oxo-3-(4-methoxyphenyl)propanoic acid O=C(CC(=O)O)C1=CC=C(C=C1)OC